Br.C1(CCCCC1)P(C1CCCCC1)CC=O dicyclohexylphosphino-acetaldehyde hydrobromide